C(C)(=O)OCN1C(N(C=C(C1=O)C1=C(C(=CC=C1)F)Cl)C(C1=CC=CC=C1)C1=CC=CC=C1)=O [3-benzhydryl-5-(2-chloro-3-fluoro-phenyl)-2,6-dioxo-3,6-dihydro-2H-pyrimidin-1-yl]-methyl acetate